4-[4-[3-Chloro-4-[(1R)-1-(1-methylpyrazol-3-yl)ethoxy]pyrazolo[1,5-a]pyridin-6-yl]-5-methyl-triazol-1-yl]piperidine-1-carboxylic acid tert-butyl ester C(C)(C)(C)OC(=O)N1CCC(CC1)N1N=NC(=C1C)C=1C=C(C=2N(C1)N=CC2Cl)O[C@H](C)C2=NN(C=C2)C